P(=O)(OCCOOOCCCCCCCC)([O-])[O-] Octyloxydioxyethylene phosphate